6-(2-chloropyridin-4-yl)-N-(4-(pyrrolidin-1-ylmethyl)pyridin-2-yl)benzo[d]thiazol-2-amine ClC1=NC=CC(=C1)C1=CC2=C(N=C(S2)NC2=NC=CC(=C2)CN2CCCC2)C=C1